methyl-4-phenyl-1,2,3,6-tetrahydropyridine hydrochloride Cl.CN1CCC(=CC1)C1=CC=CC=C1